methyl 3-amino-7-(2-chloro-6-methyl-phenyl)isoquinoline-4-carboxylate NC=1N=CC2=CC(=CC=C2C1C(=O)OC)C1=C(C=CC=C1C)Cl